5-chloro-4-(cyclopentylmethoxy)-2-fluoro-N-((4-((1-(2,2,2-trifluoroethyl)azetidin-3-yl)oxy)piperidin-1-yl)sulfonyl)benzamide ClC=1C(=CC(=C(C(=O)NS(=O)(=O)N2CCC(CC2)OC2CN(C2)CC(F)(F)F)C1)F)OCC1CCCC1